2-(pentafluoro-lambda6-sulfaneyl)-1-(m-tolyl)ethan-1-one FS(CC(=O)C=1C=C(C=CC1)C)(F)(F)(F)F